N-{4-[(5-amino-4-methylpyridin-3-yl)methyl]-3-fluoropyridin-2-yl}-N-(tert-butoxycarbonyl)carbamic acid tert-butyl ester C(C)(C)(C)OC(N(C(=O)OC(C)(C)C)C1=NC=CC(=C1F)CC=1C=NC=C(C1C)N)=O